ClC1=NC(=NC(=C1)C)NC(=O)NC1=CC=C(C=C1)OC(F)(F)F 1-(4-chloro-6-methylpyrimidin-2-yl)-3-(4-(trifluoromethoxy)phenyl)urea